1-(3,5-bis-trifluoromethyl-phenyl)-3-cyclohexyl-thiourea FC(C=1C=C(C=C(C1)C(F)(F)F)NC(=S)NC1CCCCC1)(F)F